CC=1C=C(C=C(C1)C)C(C1NCCC1)C1=CC(=CC(=C1)C)C 2-[bis(3,5-dimethylphenyl)methyl]pyrrolidine